C(C)OC1=C(C(CC(C1)(C)C)=O)C=1C=C(C=CC1C)C1=CC=C(OCCN2CCN(CC2)CCOCCOCC(=O)O)C=C1 2-[2-[2-[4-[2-[4-[3-(2-ethoxy-4,4-dimethyl-6-oxo-cyclohexen-1-yl)-4-methyl-phenyl]phenoxy]ethyl]piperazin-1-yl]ethoxy]ethoxy]acetic acid